benzyl 4-((1-(3-(2,6-bis(benzyloxy)pyridin-3-yl)-1-methyl-1H-indazol-7-yl)pyrrolidin-3-yl)methyl)piperidine-1-carboxylate C(C1=CC=CC=C1)OC1=NC(=CC=C1C1=NN(C2=C(C=CC=C12)N1CC(CC1)CC1CCN(CC1)C(=O)OCC1=CC=CC=C1)C)OCC1=CC=CC=C1